hexathio benzenehexacarboxylate C12=C(C(=C(C(=C1C(=O)[O-])C(=O)[O-])C(=O)[O-])C(=O)[O-])C(=O)OSSSSSSOC2=O